NC1=NC=CC=C1C1=NC=2C(=NC(=CC2)N2N=CC=C2)N1C=1C=C2CC[C@@H](C2=CC1)NC(C1=CC(=C(C(=C1)C=O)O)N(C)C)=O N-[(1S)-5-[2-(2-aminopyridin-3-yl)-5-(pyrazol-1-yl)imidazo[4,5-b]pyridin-3-yl]-2,3-dihydro-1H-inden-1-yl]-3-(dimethylamino)-5-formyl-4-hydroxybenzamide